[N+](=O)([O-])/C=C/C1=CC=CC=C1 ((E)-2-nitrovinyl)benzene